ClC1=C(C=CC=C1NC=1C=C2C(=NC1)N(C=N2)C)[C@@]2(CC(N(C(N2)=N)C2CCOCC2)=O)C (6S)-6-{2-Chloro-3-[(3-methyl-imidazo[4,5-b]pyridin-6-yl)-amino]phenyl}-2-imino-6-methyl-3-(tetrahydropyran-4-yl)hexahydropyrimidin-4-one